(6-(1-Methyl-1H-pyrazol-4-yl)isoquinolin-3-yl)carbamic acid 1-methylcyclopropyl ester CC1(CC1)OC(NC=1N=CC2=CC=C(C=C2C1)C=1C=NN(C1)C)=O